ethyl [4-(3-chloro-4-formylphenoxy)piperidin-1-yl]acetate ClC=1C=C(OC2CCN(CC2)CC(=O)OCC)C=CC1C=O